COC(OC1=C(C=C(C=C1)C(C)(C)C)C(C)(C)C)=O carbonic acid 2,4-di-tert-butyl-phenyl ester methyl ester